FC1=C(C=C(C=C1)F)C(CC#CC#CC=1C=CNC1)N1C(C2=CC(=CC(=C2C1)F)C#C)=O 4-(6-(2,5-difluorophenyl)-6-(6-ethynyl-4-fluoro-1-oxoisoindoline-2-yl)hexa-1,3-diyne-1-yl)-1H-pyrrole